FC=1C=C(CN2C(C=C(C=C2)C=2C=C3C(=NNC3=CC2)C2=CC(=NC=C2)C)=O)C=C(C1)C(F)(F)F 1-(3-fluoro-5-(trifluoromethyl)benzyl)-4-(3-(2-methylpyridin-4-yl)-1H-indazol-5-yl)pyridin-2(1H)-one